ClC1=CC=C2C(=N1)CN(C2=O)C2C(NC(CC2)=O)=O 3-(2-chloro-5-oxo-5,7-dihydro-6H-pyrrolo[3,4-b]pyridin-6-yl)-piperidine-2,6-dione